benzyl (3aR,5r,6aS)-5-(acetyl(methyl)carbamoyl)hexahydrocyclopenta[c]pyrrole-2(1H)-carboxylate C(C)(=O)N(C(=O)C1C[C@@H]2[C@@H](CN(C2)C(=O)OCC2=CC=CC=C2)C1)C